OC1=C(C(=O)OC2CCCCC2)C=CC=C1 cyclohexyl 2-hydroxybenzoate